C(C=C)(=O)OCC(COCC(COC(C=C)=O)O)O di-(3-acryloxy 2-hydroxypropyl) ether